O(C1=CC=CC=C1)C=1C=C(OCC=2NC(NC2)=S)C=CC1 4-[(3-Phenoxyphenoxy)methyl]1,3-dihydroimidazole-2-thione